FC1=CC(=C(C=C1)C(C)=O)CC=C 1-[4-fluoro-2-(prop-2-en-1-yl)phenyl]ethanone